2-METHYLNAPHTHALENE-5-CARBOXALDEHYDE CC1=CC=2C=CC=C(C2C=C1)C=O